N1(CCC1)C1=NC=2N(C(=C1)COS(=O)(=O)C)N=C(C2)[C@H]2N(CCCC2)C(=O)OC(C)(C)C tert-butyl (2S)-2-[5-(azetidin-1-yl)-7-(methylsulfonyloxymethyl)pyrazolo[1,5-a]pyrimidin-2-yl]piperidine-1-carboxylate